3-isopropoxy-N-(2-(2-((1-methyl-1H-pyrazol-4-yl)amino)pyrimidin-4-yl)-6,7,8,9-tetrahydro-5H-benzo[7]annulen-5-yl)azetidine-1-carboxamide C(C)(C)OC1CN(C1)C(=O)NC1CCCCC2=C1C=CC(=C2)C2=NC(=NC=C2)NC=2C=NN(C2)C